O1CCNCC12CCNCC2 1-oxa4,9-diazaspiro[5.5]undecane